CC1=C(OCC(=O)O)C=CC(=C1)CN1N=CN(C1=O)C1=CC=C(C=C1)C(F)(F)F 2-methyl-4-((5-oxo-4-(4-(trifluoromethyl)phenyl)-4,5-dihydro-1H-1,2,4-triazol-1-yl)methyl)phenoxyacetic acid